C(CCCCCC)(=O)[O-].[Al+3].C(CCCCCC)(=O)[O-].C(CCCCCC)(=O)[O-] aluminum enanthoate